NC1=C(C=C(C=N1)C=1C=NN(C1)C1CCN(CC1)C(CCCCCN1CC2(CC2)[C@H](C1)NC(OC(C)(C)C)=O)=O)O[C@H](C)C1=C(C(=CC=C1Cl)F)Cl tert-butyl ((R)-5-(6-(4-(4-(6-amino-5-((R)-1-(2,6-dichloro-3-fluorophenyl) ethoxy)pyridin-3-yl)-1H-pyrazol-1-yl)piperidin-1-yl)-6-oxohexyl)-5-azaspiro[2.4]heptan-7-yl)carbamate